6-(4-methoxypyridin-3-yl)-4-methyl-1-(2'-methyl-4-((2R,3S)-2-methyl-3-((methylsulfonyl)methyl)azetidin-1-yl)-[2,4'-bipyridin]-6-yl)-1H-pyrazolo[4,3-c]pyridine COC1=C(C=NC=C1)C1=CC2=C(C(=N1)C)C=NN2C2=CC(=CC(=N2)C2=CC(=NC=C2)C)N2[C@@H]([C@H](C2)CS(=O)(=O)C)C